1-Hexyl-2-butylpiperidinium fluorid [F-].C(CCCCC)[NH+]1C(CCCC1)CCCC